N1C=CC2=CC=CC(=C12)N1CCN(CC1)C(=O)OC(C)(C)C tert-Butyl 4-(1H-indol-7-yl)piperazine-1-carboxylate